CNC(CCCCCC(C)(C)C)=O N-methyl-neodecanoamide